FC=1C=C(CNC=2NC(=C(N2)C=2C=C3C(=NC2)N(N=C3)C)C3=NC(=CC=C3)C)C=CC1 N-(3-fluorobenzyl)-4-(1-methyl-1H-pyrazolo[3,4-b]pyridin-5-yl)-5-(6-methyl-pyridin-2-yl)-1H-imidazol-2-amine